NCC=1C(=C(C(=O)Cl)C=CC1)OCC1=CC=CC=C1 aminomethyl-benzyloxybenzoyl chloride